[NH4+].C12(C(=O)CC(CC1)C2(C)C)CS(=O)(=O)[O-] (-)-10-camphorsulfonic acid ammonium salt